1-((1-(2,2-diphenyl-ethyl)-1H-1,2,3-triazol-4-yl)methyl)-1H-tetrazole C1(=CC=CC=C1)C(CN1N=NC(=C1)CN1N=NN=C1)C1=CC=CC=C1